COC=1C=C(C=CC1)C1=NN2C(=NC=3C=C(C=CC3C2=N1)C)NC=1C(N=CC=CC1)=O (3S)-3-{[2-(3-methoxyphenyl)-8-methyl-[1,2,4]triazolo[1,5-c]quinazolin-5-yl]amino}azepin-2-one